5-(4-(5-(4-((5-(2-chloro-4-phenoxybenzoyl)-7H-pyrrolo[2,3-d]pyrimidin-4-yl)amino)piperidin-1-yl)-5-oxopentyl)piperazin-1-yl)-2-(2,6-dioxopiperidin-3-yl)isoindoline-1,3-dione ClC1=C(C(=O)C2=CNC=3N=CN=C(C32)NC3CCN(CC3)C(CCCCN3CCN(CC3)C=3C=C2C(N(C(C2=CC3)=O)C3C(NC(CC3)=O)=O)=O)=O)C=CC(=C1)OC1=CC=CC=C1